tributyl-(4-vinylbenzyl)phosphonium chloride [Cl-].C(CCC)[P+](CC1=CC=C(C=C1)C=C)(CCCC)CCCC